2-Amino-4-((2R,4aR)-11-chloro-9-fluoro-2-methyl-6-(methyl-d3)-5-oxo-2,3,4,4a,5,6-Hexahydro-1H-pyrazino[1',2':4,5]pyrazino[2,3-c]quinolin-10-yl)-7-fluorobenzo[b]thiophene-3-Formonitrile NC1=C(C2=C(S1)C(=CC=C2C=2C(=CC=1C3=C(C=NC1C2F)N(C([C@@H]2N3C[C@H](NC2)C)=O)C([2H])([2H])[2H])Cl)F)C#N